2-amino-N-(2-cyclobutylethyl)-3-methyl-N-[[5-(trifluoromethyl)-2-pyridyl]methyl]quinoline-6-carboxamide NC1=NC2=CC=C(C=C2C=C1C)C(=O)N(CC1=NC=C(C=C1)C(F)(F)F)CCC1CCC1